CC1=C(C(=C(C1(C)[Rh-](C1(C(=C(C(=C1C)C)C)C)C)(Cl)Cl)C)C)C bis(pentamethylcyclopentadienyl)rhodium (III) dichloride